(R)-2-((tert-butyldimethylsilyl)oxy)-1-(2-chlorophenyl)ethan-1-amine [Si](C)(C)(C(C)(C)C)OC[C@H](N)C1=C(C=CC=C1)Cl